CN1C(=NN=C1)C1(CC(C1)CC#N)C=1C=C(C=2N(C1)C=CN2)N2C(C1=CC(=CC(=C1C2)C(F)(F)F)CN2C[C@H](CCC2)C)=O (S)-2-(3-(4-methyl-4H-1,2,4-triazol-3-yl)-3-(8-(6-((3-methylpiperidin-1-yl)methyl)-1-oxo-4-(trifluoromethyl)isoindol-2-yl)imidazo[1,2-a]pyridin-6-yl)cyclobutyl)acetonitrile